C1(CCC1)OC1=CC=CC=2C=3N(C(=NC12)N[C@H]1C(NCCCC1)=O)N=C(N3)C3=CC=C(C=C3)OC (3R)-3-{[7-(cyclobutyloxy)-2-(4-methoxyphenyl)[1,2,4]triazolo[1,5-c]quinazolin-5-yl]amino}azepan-2-one